[N+](=O)([O-])C1(CC=CC=2C3=CC=CC=C3C=C(C12)[N+](=O)[O-])C1=CC=CC=C1CN(C(O)=O)CCCNC1CCN(CC1)C.OC1=C(C=CC(=C1)B1OC(C(O1)(C)C)(C)C)C(=O)N1CCOCC1 (2-hydroxy-4-(4,4,5,5-tetramethyl-1,3,2-dioxaborolan-2-yl)phenyl)(morpholinyl)methanone 1,10-dinitrophenanthrenebenzyl-N-{3-[(1-methylpiperidin-4-yl)amino]propyl}carbamate